acryloxypentyltriisopropoxysilane C(C=C)(=O)OCCCCC[Si](OC(C)C)(OC(C)C)OC(C)C